tert-Butyl 3-(((1-(6-methoxy-5-methylpyridin-3-yl)-4,5,7,8-tetrahydro-1H-oxepino[4,5-c]pyrazol-3-yl)oxy)methyl)piperidine-1-carboxylate COC1=C(C=C(C=N1)N1N=C(C2=C1CCOCC2)OCC2CN(CCC2)C(=O)OC(C)(C)C)C